2-(2-(Benzofuran-6-yl)-5-ethyl-6-(4-(5-hydroxy-6-methylpyrimidine-4-carbonyl)piperazin-1-yl)-7-oxopyrazolo[1,5-a]pyrimidin-4(7H)-yl)-N-(2-chloro-4-(trifluoromethyl)phenyl)acetamide O1C=CC2=C1C=C(C=C2)C2=NN1C(N(C(=C(C1=O)N1CCN(CC1)C(=O)C1=NC=NC(=C1O)C)CC)CC(=O)NC1=C(C=C(C=C1)C(F)(F)F)Cl)=C2